(4-(4-amino-7-methyl-7H-pyrrolo[2,3-d]pyrimidin-5-yl)phenyl)-2-oxo-1-phenyl-2,4,6,7-tetrahydro-1H-pyrazolo[5,1-c][1,4]oxazine-3-carboxamide NC=1C2=C(N=CN1)N(C=C2C2=CC=C(C=C2)C2OCCN1C2=C(C(N1C1=CC=CC=C1)=O)C(=O)N)C